OCCS(=O)(=O)NC1=CC(=C(C=C1)C=1OC(=NN1)C1=NC(=NC(=C1)C)N1CCCCC1)N1CCC2(CC2)CC1 2-Hydroxy-N-(4-(5-(6-methyl-2-(piperidin-1-yl)pyrimidin-4-yl)-1,3,4-oxadiazol-2-yl)-3-(6-azaspiro[2.5]octan-6-yl)phenyl)ethane-1-sulfonamide